[8-methoxy-7-(tetrahydro-furan-3-yloxy)-1,2-dihydro-imidazo[1,2-a]quinazolin-5-yl]-amine COC1=C(C=C2C(=NC=3N(C2=C1)CCN3)N)OC3COCC3